C(C)(C)(C)OC(=O)N1C(/C(/CC1)=C/[C@@H]1N(CCC1)C(=O)OC(C)(C)C)=O.Cl[Si](C#C)(C#C)C#C chlorotriethynyl-silane tert-butyl-(R,E)-3-((1-(tert-butoxycarbonyl)pyrrolidin-2-yl)methylene)-2-oxopyrrolidine-1-carboxylate